1-[4-(2-oxopyrrolidin-1-yl)pyrimidin-2-yl]piperidine-4-carboxylic acid O=C1N(CCC1)C1=NC(=NC=C1)N1CCC(CC1)C(=O)O